C(CCCCCCCCCCCCCC)C=1C=C(OC(C)N(C)C)C=CC1 3-pentadecyl-phenoxy-N,N-dimethylethylamine